OC1=CC(=C(C#N)C=C1)C(=O)N1CC2(C1)CC(C2)C2=CC(=NN2C2=C(C=CC=C2)C)C 4-hydroxy-2-((6-[3-methyl-1-(o-tolyl)-5-pyrazolyl]-2-aza-2-spiro[3.3]heptyl)carbonyl)benzonitrile